ethyl (S,Z)-3-(3-chloro-5-fluorophenyl)-4-(1-methylpyrrolidin-2-yl)but-2-enoate ClC=1C=C(C=C(C1)F)\C(=C/C(=O)OCC)\C[C@H]1N(CCC1)C